2-chloro-N-(4-fluorophenyl)-9-phenyl-9H-purin-8-amine ClC1=NC=C2N=C(N(C2=N1)C1=CC=CC=C1)NC1=CC=C(C=C1)F